2-ethylhexyl 4,6-dibromo-3-fluorothieno[3,4-b]thiophene-2-carboxylate BrC=1SC(=C2SC(=C(C21)F)C(=O)OCC(CCCC)CC)Br